COC1=C(C=CC(=C1)C=CC)O 2-Methoxy-4-(prop-1-en-1-yl)phenol